N-[1-(4-amino-5-bromo-2-methyl-pyrazol-3-yl)-4-piperidyl]-6-(difluoromethoxy)-N-(4-methoxy-3-pyridyl)pyridin-3-amine NC1=C(N(N=C1Br)C)N1CCC(CC1)N(C=1C=NC(=CC1)OC(F)F)C=1C=NC=CC1OC